N,N-bis(2,4-dimethoxybenzyl)imidazo[2,1-f][1,2,4]triazin-4-amine COC1=C(CN(C2=NC=NN3C2=NC=C3)CC3=C(C=C(C=C3)OC)OC)C=CC(=C1)OC